(1R,3s,5S)-3-((5-cyclopropyl-3-isopropylpyrazolo[1,5-a]pyrimidin-7-yl)amino)-8-azabicyclo[3.2.1]octane-8-carboxylic acid (3-fluoroazetidin-3-yl)methyl ester FC1(CNC1)COC(=O)N1[C@H]2CC(C[C@@H]1CC2)NC2=CC(=NC=1N2N=CC1C(C)C)C1CC1